thiooxine C1=CC2=C(C(=C1)S)N=CC=C2.Cl